N1(CCCCC1)CCC=CC=O 5-(piperidin-1-yl)-2-penten-1-one